bis(2-ethylhexyl)4,5-epoxycyclohexane-1,2-dicarboxylic acid C(C)C(CC1(C(CC2C(C1)O2)(C(=O)O)CC(CCCC)CC)C(=O)O)CCCC